C1[C@@H]([C@H](O[C@H]1N2C=C(C(=O)NC2=O)CCN)CO)O The molecule is a pyrimidine 2'-deoxyribonucleoside that is 2'-deoxyuridine in which the hydrogen at position 5 has been replaced by a 2-aminoethyl group. It is a thymidine hypermodification replacing 30% of thymidine in the DNA of the Pseudomonas phage M6. It is a pyrimidine 2'-deoxyribonucleoside and a primary amino compound. It derives from a 2'-deoxyuridine.